7-(6-chloropyrido[3,2-d]pyrimidin-4-yl)-2,7-diazaspiro[3.5]nonane-2-carboxylic acid tert-butyl ester C(C)(C)(C)OC(=O)N1CC2(C1)CCN(CC2)C=2C1=C(N=CN2)C=CC(=N1)Cl